ClC=1C=CC=C2CC[C@H]([C@H](C12)O)N(C([O-])=O)C(C)C (1S,2R)-8-Chloro-1-hydroxy-1,2,3,4-tetrahydronaphthalin-2-yl-isopropylcarbamat